CC1=C(C=C(C=C1)C1=NN=C(N1)C1=CC=CC=C1)S(=O)(=O)N1CCC(CC1)(O)C=1C=NC=CC1 1-((2-Methyl-5-(5-phenyl-4H-1,2,4-triazol-3-yl)phenyl)sulfonyl)-4-(pyridin-3-yl)piperidin-4-ol